(S)-2-(6-(dimethylamino)-3-(3-(5-methyl-1,2,4-oxadiazol-3-yl)benzoylamino)hexanamido)-4-methylthiazole-5-carboxylic acid propyl ester C(CC)OC(=O)C1=C(N=C(S1)NC(C[C@H](CCCN(C)C)NC(C1=CC(=CC=C1)C1=NOC(=N1)C)=O)=O)C